1-(7-bromo-2-((1-((dimethylamino)methyl)cyclopropyl)methoxy)-6,8-difluoroquinazolin-4-yl)-3-methylpiperidin-3-ol BrC1=C(C=C2C(=NC(=NC2=C1F)OCC1(CC1)CN(C)C)N1CC(CCC1)(O)C)F